N6-(2-fluoroacetyl)-L-lysine FCC(=O)NCCCC[C@H](N)C(=O)O